phosphonous amide P(N)O